4-((8-methyl-2,3-dihydro-1H-pyrido[2,3-b][1,4]oxazin-7-yl)amino)-2-oxo-N-(4-(4-(thiazol-2-yl)piperazin-1-yl)phenyl)-1,2-dihydropyridine-3-carboxamide CC1=C(C=NC=2OCCNC21)NC2=C(C(NC=C2)=O)C(=O)NC2=CC=C(C=C2)N2CCN(CC2)C=2SC=CN2